BrC1=C(C=CC=C1)C=1NC=CN1 2-(2-Bromophenyl)-1H-imidazole